(2R,3S,4S)-4-hydroxy-2-(4-methoxybenzyl)pyrrolidin-3-yl ((R)-pyrrolidin-3-yl)carbamate N1C[C@@H](CC1)NC(O[C@H]1[C@H](NC[C@@H]1O)CC1=CC=C(C=C1)OC)=O